C(C)(C)OC1=C(C=C(C=C1)/C=C/C(=O)N=C=S)OC (E)-3-(4-isopropoxy-3-methoxyphenyl)acryloyl isothiocyanate